CC1=CC=C(C=C1)C=1N=C(NC1)C#N 4-(4-methylphenyl)-1H-imidazole-2-carbonitrile